C(#N)C1=C(SC(=C1C1=CC=C(C=C1)OC)C)NC(=O)C1=C(C=C(C(=O)O)C(=C1)O)C(=O)O 4-((3-cyano-4-(4-methoxyphenyl)-5-methylthiophen-2-yl)carbamoyl)-6-hydroxyisophthalic acid